(3S,4R)-4-Methoxytetrahydrofuran-3-yl (8-amino-7-fluoro-6-(8-methyl-2,3-dihydro-1H-pyrido[2,3-b][1,4]oxazin-7-yl)isoquinolin-3-yl)carbamate NC=1C(=C(C=C2C=C(N=CC12)NC(O[C@H]1COC[C@H]1OC)=O)C1=C(C2=C(OCCN2)N=C1)C)F